(2S,4R)-1-(2-(4-amino-1H-pyrrolo[2,3-b]pyridin-1-yl)acetyl)-N-(3-chloro-2-fluorobenzyl)-4-fluoropyrrolidine-2-carboxamide NC1=C2C(=NC=C1)N(C=C2)CC(=O)N2[C@@H](C[C@H](C2)F)C(=O)NCC2=C(C(=CC=C2)Cl)F